N-cyclopentyl-2-(1,2-dimethyl-1H-imidazol-5-yl)benzo[d]thiazole-6-carboxamide C1(CCCC1)NC(=O)C1=CC2=C(N=C(S2)C2=CN=C(N2C)C)C=C1